C=CCOC(=O)COC1=CC=CC=C1 allyl phenoxy acetate